N2-phosphinyl-guanidine chromium (III) trichloride [Cl-].[Cl-].[Cl-].[Cr+3].[PH2](=O)N=C(N)N